2-(2-methylpentyl)malonic acid magnesium [Mg].CC(CC(C(=O)O)C(=O)O)CCC